C[Si](C=1SC2=C(N1)C=CC=C2)(C)C 2-trimethylsilyl-benzo-[d]-thiazole